F[C@@H]1CN(CC1)C1=NC(=CN=C1)C#C[Si](C)(C)C (S)-2-(3-fluoropyrrolidin-1-yl)-6-((trimethylsilyl)ethynyl)pyrazine